N-(4-((5-(tert-butyl)-6-chloropyridin-3-yl)oxy)-3-fluorophenyl)acetamide C(C)(C)(C)C=1C=C(C=NC1Cl)OC1=C(C=C(C=C1)NC(C)=O)F